CC1=C(C=C(C(=C1)OC1=NC=CC=C1C1=NC(=NC=C1)N[C@@H]1CNCCC1)C)NS(=O)(=O)CCC (S)-N-(2,5-Dimethyl-4-((3-(2-(piperidin-3-ylamino)pyrimidin-4-yl)pyridin-2-yl)oxy)phenyl)propane-1-sulfonamide